5-[(S)-2-Pyrrolidinyl]-1H-1,2,3,4-tetrazol N1[C@@H](CCC1)C1=NN=NN1